C(#N)C=1C=C(C=CC1)C(C#CC=1C2=C(C(N(C1)C)=O)NC(=C2C(=O)OCC)C)(C)O ethyl 4-[3-(3-cyanophenyl)-3-hydroxy-but-1-ynyl]-2,6-dimethyl-7-oxo-1H-pyrrolo[2,3-c]pyridine-3-carboxylate